FC(C1=CC=C(C=C1)C1=C(C(=O)N)C=CC=N1)(F)F (4-(trifluoromethyl)phenyl)nicotinamide